5-{1-fluoro-3-hydroxy-7-[(4R)-4-hydroxypentyl]naphthalen-2-yl}-1λ6,2,5-thiadiazolidine-1,1,3-trione FC1=C(C(=CC2=CC=C(C=C12)CCC[C@@H](C)O)O)N1CC(NS1(=O)=O)=O